C(C#C)C(COC1C(CN2C1C(NC1=C(C2=O)C=C(C=C1)OC)=O)=C)COC1C(CN2C1C(NC1=C(C2=O)C=C(C=C1)OC)=O)=C 8'-((2-(prop-2-yn-1-yl)propane-1,3-diyl)bis(oxy))bis(7-methoxy-2-methylene-2,3-dihydro-1H-benzo[e]pyrrolo[1,2-a][1,4]diazepine-5,11(10H,11aH)-dione)